2-(7-methoxy-2-morpholino-[1,2,4]triazolo[1,5-a]pyrimidin-5-yl)-3-methyl-5-(trifluoromethyl)phenol COC1=CC(=NC=2N1N=C(N2)N2CCOCC2)C2=C(C=C(C=C2C)C(F)(F)F)O